1-(4-cyanophenyl)-N-(4-(8-ethyl-2-(((3S,5S)-5-fluoropiperidin-3-yl)amino)quinazolin-6-yl)-2-fluorophenyl)methanesulfonamide C(#N)C1=CC=C(C=C1)CS(=O)(=O)NC1=C(C=C(C=C1)C=1C=C2C=NC(=NC2=C(C1)CC)N[C@@H]1CNC[C@H](C1)F)F